6-bromo-2,8-dichloroquinazoline BrC=1C=C2C=NC(=NC2=C(C1)Cl)Cl